N-{4-[5-cyclopropyl-4-oxo-3-(pyridin-2-yl)-4,5-dihydro-1H-pyrrolo[3,2-c]pyridin-2-yl]pyridin-2-yl}acetamide C1(CC1)N1C(C2=C(C=C1)NC(=C2C2=NC=CC=C2)C2=CC(=NC=C2)NC(C)=O)=O